CC1(CCC1)N1C(C(N(CC1)CC1=NOC(=C1)C1=CC=CC=C1)=O)=O 1-(1-methylcyclobutyl)-4-((5-phenylisoxazol-3-yl)methyl)piperazine-2,3-dione